CC(C)(C)[S@@](=O)N=CC1=CC(=CC=C1)OC1COCC1 (R)-2-methyl-N-(3-((tetrahydrofuran-3-yl)oxy)benzylidene)propane-2-sulfinamide